BrC1=C2C(=C3C=CC(NC3=C1Cl)=O)COC2 4-Bromo-5-chloro-3,6-dihydrofuro[3,4-f]quinolin-7(1H)-one